C(C)(C)(C)C=1C=C(C=CC1F)C1CC(C1)N(C(OC(C)(C)C)=O)C tert-Butyl (3-(3-(tert-butyl)-4-fluorophenyl)cyclobutyl)(methyl)carbamate